9,9-bis-dodecyl-9H-fluorene-2,7-dicarboxaldehyde C(CCCCCCCCCCC)C1(C2=CC(=CC=C2C=2C=CC(=CC12)C=O)C=O)CCCCCCCCCCCC